(R)-3-(7-chloro-3-isobutyl-2-methyl-1,1-dioxido-5-phenyl-2,3,4,5-tetrahydrobenzo[f][1,2,5]thiadiazepin-8-yl)-4-(hydroxymethyl)benzoic acid ClC=1C(=CC2=C(N(C[C@H](N(S2(=O)=O)C)CC(C)C)C2=CC=CC=C2)C1)C=1C=C(C(=O)O)C=CC1CO